3-(6-methoxypyridin-3-yl)-2-oxo-2,3-dihydro-1H-benzo[d]imidazole-1-carboxylic acid tert-butyl ester C(C)(C)(C)OC(=O)N1C(N(C2=C1C=CC=C2)C=2C=NC(=CC2)OC)=O